C(C1=CC(O)=C(O)C(O)=C1)(=O)O[C@H]1[C@@H](O)O[C@@H]([C@H]([C@@H]1O)OC(C1=CC(O)=C(O)C(O)=C1)=O)COC(C1=CC(O)=C(O)C(O)=C1)=O 2,4,6-tri-O-galloyl-alpha-D-glucose